2,5-dichlorothiophene-3-sulfonamide ClC=1SC(=CC1S(=O)(=O)N)Cl